1-methyl-pyrrolidine-2-carboxylate CN1C(CCC1)C(=O)[O-]